FC1=CC(=C(C=C1)N1CN(C(C2=CC=C(C=C12)OC(F)(F)F)=O)C=1C=NC(NC1C)=O)C 1-(4-fluoro-2-methylphenyl)-3-(6-methyl-2-oxo-1,2-dihydropyrimidin-5-yl)-7-(trifluoromethoxy)-2,3-dihydroquinazolin-4(1H)-one